BrC1=CC=C2C(=NC(=NC2=C1F)OC[C@]12CCCN2C[C@@H](C1)F)N1C[C@H]2CC[C@@H](C1)N2C(=O)OC(C)(C)C tert-butyl (1R,5S)-3-(7-bromo-8-fluoro-2-(((2R,7aS)-2-fluoro tetrahydro-1H-pyrrolizin-7a(5H)-yl) methoxy) quinazolin-4-yl)-3,8-diazabicyclo[3.2.1]octane-8-carboxylate